ClC1=C2CN(CC2=CC=C1F)C(=O)C1=CC2=C(N=C(O2)C2C(NC(CC2)=O)=O)C=C1 3-(6-(4-chloro-5-fluoroisoindoline-2-carbonyl)benzo[d]oxazol-2-yl)piperidine-2,6-dione